3,4-dimethylpyrrole-2-formaldehyde CC1=C(NC=C1C)C=O